Cl.C(C)OC(C[C@@H](C1=CC(=CC=C1)OC1=CC=C(C=C1)C)N)=O (S)-3-amino-3-(3-(p-tolyloxy)phenyl)propionic acid ethyl ester hydrochloride